[Br-].C(C(C)C)[Zn+] i-Butylzinc bromide